2-(6',9'-dihydrospiro[azetidine-3,8'-pyrimido[5,4-b]indol]-5'(7'H)-yl)-N-ethyl-5-fluoro-N-isopropylbenzamide N1=CN=CC=2N(C=3CCC4(CC3C21)CNC4)C4=C(C(=O)N(C(C)C)CC)C=C(C=C4)F